O-benzotriazol-1-yl-N,N,N',N'-tetramethyluronium tetrafluoroborate [B-](F)(F)(F)F.CN(C)C(=[N+](C)C)ON1C2=CC=CC=C2N=N1